COC1=CC=C(CN(C2CC(C2)(C(=O)OC)C2=NC(=C(C=C2)CC)OC)CC2=CC=C(C=C2)OC)C=C1 methyl 3-(bis(4-methoxybenzyl)amino)-1-(5-ethyl-6-methoxypyridin-2-yl)cyclobutane-1-carboxylate